NCC1NCCCC1 2-(aminomethyl)piperidine